1,6,8,13-Tetramethoxydibenzo[fg,op]tetracene COC1=CC=C2C3=C1C1=CC(=CC=C1C=1C3=C(C=3C=C(C=CC23)OC)C(=CC1)OC)OC